O=C1[C@@H]2[C@H](C=3C(N1)=CSC3)CN(C2)C(=O)OC(C)(C)C tert-Butyl (5aR,8aR)-5-oxo-4,5,5a,6,8,8a-hexahydro-7H-pyrrolo[3,4-d]thieno[3,4-b]pyridine-7-carboxylate